FC1=CC(=CC=2N(C(NC21)=O)C)F 4,6-difluoro-1-methyl-1H-benzo[d]imidazol-2(3H)-one